FC(CN1C(=NC2=C1C=C(C=C2F)C2=CNC=1N=C(N=CC12)NC1CC(C1)(C)N1C(CCC1)=O)C)F 1-((1s,3s)-3-((5-(1-(2,2-difluoroethyl)-4-fluoro-2-methyl-1H-benzo[d]imidazol-6-yl)-7H-pyrrolo[2,3-d]pyrimidin-2-yl)amino)-1-methylcyclobutyl)pyrrolidin-2-one